4,4'-dihydroxy-2,2'-bipyridine OC1=CC(=NC=C1)C1=NC=CC(=C1)O